C(C)(=O)NCCNCCCCC1=CC=C2CCCN(C2=N1)C(=O)OC(C)(C)C tert-butyl 7-(4-((2-acetamidoethyl)amino)butyl)-3,4-dihydro-1,8-naphthyridine-1(2H)-carboxylate